FC=1C=C(OCC=2C=C(C3=C(OCO3)C2)[N+](=O)[O-])C=CC1 6-((3-Fluorophenoxy)methyl)-4-nitrobenzo[d][1,3]dioxole